S1(=O)(=O)NC(=O)C2=CC=CC=C12.[Li] lithium saccharine